9-benzyl-8-(2-bromo-4-(2-(4-methylpiperazin-1-yl)ethoxy)phenyl)-6-(1-methylcyclopropoxy)-9H-purine C(C1=CC=CC=C1)N1C2=NC=NC(=C2N=C1C1=C(C=C(C=C1)OCCN1CCN(CC1)C)Br)OC1(CC1)C